(R)-(4-(4-chloropyrazolo[1,5-a]pyridin-2-yl)-6,7-dihydro-1H-imidazo[4,5-c]pyridin-5(4H)-yl)(5-(3,3-difluorocyclobutyl)-1,3,4-oxadiazol-2-yl)methanone ClC=1C=2N(C=CC1)N=C(C2)[C@@H]2N(CCC1=C2N=CN1)C(=O)C=1OC(=NN1)C1CC(C1)(F)F